methyl 4-fluoromethoxy-3-hydroxybenzoate FCOC1=C(C=C(C(=O)OC)C=C1)O